C(C1=CC=CC=C1)N1S(C(C(C2=C1N=C(N2C2=CC=CC=C2)SCCC)=O)C2=CC=CC=C2)(=O)=O 1-benzyl-3,5-diphenyl-6-(propylthio)-3,5-dihydroimidazolo[4,5-c][1,2]thiazine-4(1H)-one 2,2-dioxide